NC1=C(C(=O)NC2CCC(CC2)O)C=C(C=N1)C1=CC=C(C=C1)[C@@]12CN(C[C@H]2C1)CCN1CCOCC1 2-amino-N-((1R,4R)-4-hydroxycyclohexyl)-5-(4-((1R,5S)-3-(2-morpholinoethyl)-3-azabicyclo[3.1.0]Hex-1-yl)phenyl)nicotinamide